C(C)(C)(C)OC(=O)N1CC2C(C1)CC(C2)C=2SC1=C(N2)C=C(C=C1)Br.C1(CCCCC1)CC(CC1CCCCC1)(COC)COC 1,3-dicyclohexyl-2,2-bis(methoxymethyl)propane tert-butyl-5-(5-bromo-1,3-benzothiazol-2-yl)-3,3a,4,5,6,6a-hexahydro-1H-cyclopenta[c]pyrrole-2-carboxylate